FC=1C=NN2C1C=NC1=C(C(=CC=C21)CO)F 3,6-difluoro-7-(hydroxymethyl)pyrazolo[1,5-a]quinoxaline